Vanadium-silicon [Si].[V]